Cyano-Pentene C(#N)C=CCCC